dimethylsilyl-bis(4,5,6,7-tetrahydroinden-1-yl)zirconium dichloride [Cl-].[Cl-].C[SiH](C)[Zr+2](C1C=CC=2CCCCC12)C1C=CC=2CCCCC12